(1R,2S,5S)-N-{(1S)-1-Cyano-2-[(3S)-2-oxopyrrolidin-3-yl]ethyl}-3-[(2S)-2-cyclohexyl-2-{[(trifluoromethyl)sulfonyl]amino}acetyl]-6,6-dimethyl-3-azabicyclo[3.1.0]hexane-2-carboxamide C(#N)[C@H](C[C@H]1C(NCC1)=O)NC(=O)[C@@H]1[C@H]2C([C@H]2CN1C([C@@H](NS(=O)(=O)C(F)(F)F)C1CCCCC1)=O)(C)C